1-[4-(2,6-dioxo-3-piperidinyl)-2,3-dihydro-1,4-benzoxazin-8-yl]-4-hydroxy-piperidine-4-carboxylic acid O=C1NC(CCC1N1CCOC2=C1C=CC=C2N2CCC(CC2)(C(=O)O)O)=O